C1(=CC=CC=C1)P(C1=CC=CC=C1)CC=1N(C2=CC=CC=C2C1C(C(C)(S(=O)N)C)CC1=CC=C(C=C1)OC)S(=O)(=O)C1=CC=CC=C1 2-diphenylphosphinomethyl-1-phenylsulfonyl-1H-indol-3-yl-4-methoxyphenylmethyl-2-methylpropane-2-sulfinamide